((1-(4-Formylpyrimidin-2-yl)piperidin-4-yl)methyl)carbamate C(=O)C1=NC(=NC=C1)N1CCC(CC1)CNC([O-])=O